ClC=1C(=C2C=NNC2=CC1C)C1=C2C(=C3C(=NC(=NC3=C1)OC[C@H]1N(CCC1)C)N1CCNCC1)OCC2 4-(5-chloro-6-methyl-1H-indazol-4-yl)-7-(((S)-1-methylpyrrolidin-2-yl)methoxy)-9-(piperazin-1-yl)-2,3-dihydrofuro[2,3-f]quinazoline